(R)-2-(3-(2-(1,1-dioxidotetrahydro-2H-thiopyran-4-yl)-1-(4-methyl-4H-1,2,4-triazol-3-yl)ethyl)phenyl)-6-(((1-methylcyclobutyl)amino)methyl)-4-(trifluoromethyl)isoindolin-1-one O=S1(CCC(CC1)C[C@@H](C1=NN=CN1C)C=1C=C(C=CC1)N1C(C2=CC(=CC(=C2C1)C(F)(F)F)CNC1(CCC1)C)=O)=O